disodium diphenyl sulfide C1(=CC=CC=C1)SC1=CC=CC=C1.[Na].[Na]